4-(3,4-diamino-5-methylphenyl)phthalazin-1(2H)-one NC=1C=C(C=C(C1N)C)C1=NNC(C2=CC=CC=C12)=O